(((2'S,3S,4'S,5'R)-6-chloro-4'-(3-chloro-2-fluorophenyl)-2'-neopentyl-5'-(pyridin-3-ylcarbamoyl)spiro[indoline-3,3'-pyrrolidin]-1-yl)methyl)benzoic acid ClC1=CC=C2C(=C1)N(C[C@@]21[C@@H](N[C@H]([C@@H]1C1=C(C(=CC=C1)Cl)F)C(NC=1C=NC=CC1)=O)CC(C)(C)C)CC1=C(C(=O)O)C=CC=C1